2-(1-(((5-(4-(5-chlorooxazolo[4,5-b]pyridin-2-yl)piperazine-1-carbonyl)-3-methylpyridin-2-yl)oxy)methyl)cyclopropyl)acetonitrile ClC1=CC=C2C(=N1)N=C(O2)N2CCN(CC2)C(=O)C=2C=C(C(=NC2)OCC2(CC2)CC#N)C